(S)-10-((5-chloro-2-((3S,5R)-4,4-difluoro-3,5-dimethylpiperidin-1-yl)pyrimidin-4-yl)amino)-2-cyclopropyl-7-methyl-2,3-dihydro-[1,4]oxazepino[6,5-c]quinoline-5,6(1H,7H)-dione ClC=1C(=NC(=NC1)N1C[C@@H](C([C@@H](C1)C)(F)F)C)NC1=CC=2C3=C(C(N(C2C=C1)C)=O)C(OC[C@@H](N3)C3CC3)=O